O=C1N(CCC1C1=CC=CC=C1)C1=C(C=CC=C1)/C=C/C(=O)OCC ethyl (E)-3-(2-(2-oxo-3-phenylpyrrolidin-1-yl)phenyl)acrylate